3-(acetylthio)propionic acid C(C)(=O)SCCC(=O)O